NC1=C(C=C(C=C1)N1CCC(CC1)N(C1COCC1)C)NC(OC(C)(C)C)=O tert-butyl (2-amino-5-(4-(methyl(tetrahydrofuran-3-yl)amino)piperidin-1-yl)phenyl)carbamate